The molecule is a withanolide that is 23,26-epoxyergosta-1,4-diene substituted by a hydroxy group at position 22 and oxo groups at positions 3 and 26. Isolated from a Formosan soft coral Paraminabea acronocephala, it has been found to inhibit the accumulation of the pro-inflammatory iNOS protein. It has a role as an EC 1.14.13.39 (nitric oxide synthase) inhibitor and a coral metabolite. It is a gamma-lactone, an ergostanoid, a withanolide, a secondary alcohol and a 3-oxo-Delta(1),Delta(4)-steroid. C[C@H]1[C@H](C(=O)O[C@H]1[C@H]([C@@H](C)[C@H]2CC[C@@H]3[C@@]2(CC[C@H]4[C@H]3CCC5=CC(=O)C=C[C@]45C)C)O)C